2-phenyl-N-(4-(trifluoromethyl)benzyl)acetamide C1(=CC=CC=C1)CC(=O)NCC1=CC=C(C=C1)C(F)(F)F